NC1=C2C(/C(/C(=CC2=CC(=C1N=NC1=CC(=CC=C1)[N+](=O)[O-])S(=O)(=O)O)S(=O)(=O)O)=N/NC1=CC=C(C=C1)C1=CC=C(C=C1)N=NC1=C(C(=C(C=C1S(=O)(=O)O)N)C)N)=O (3Z)-5-amino-3-[[4-[4-[(2,4-diamino-3-methyl-6-sulfophenyl)diazenyl]phenyl]phenyl]hydrazinylidene]-6-[(3-nitrophenyl)diazenyl]-4-oxonaphthalene-2,7-disulfonic acid